C([2H])([2H])([2H])C(C)N (methyl-d3)ethan-1-amine